CC1=NC=CC(=C1)C=1OC=C(N1)C(=O)NC=1C=C2C(=NC1N1CCCC1)N=C(O2)N2CCOCC2 2-(2-methylpyridin-4-yl)-N-(2-morpholinyl-5-(pyrrolidin-1-yl)oxazolo[4,5-b]pyridin-6-yl)oxazole-4-carboxamide